C(#N)C=1C(=NC=C(C1)C1=NN(C2=CC(=C(C=C12)O[C@H](C)C1=C(C=NC=C1Cl)Cl)OC)C1OCCCC1)N1CC(C1)C (3-cyano-5-(5-((R)-1-(3,5-dichloropyridin-4-yl)ethoxy)-6-methoxy-1-(tetrahydro-2H-pyran-2-yl)-1H-indazol-3-yl)pyridin-2-yl)-3-methylazetidin